(rac)-3-((cis)-2-methylcyclopropyl)-6-(4,4,5,5-tetramethyl-1,3,2-dioxaborolan-2-yl)isoquinoline C[C@@H]1[C@@H](C1)C=1N=CC2=CC=C(C=C2C1)B1OC(C(O1)(C)C)(C)C |r|